4,4'-(3-Methylcyclohexylidene)bisphenol CC1CC(CCC1)(C1=CC=C(C=C1)O)C1=CC=C(C=C1)O